C(C)(C)C1=C(C=CC=C1)N1/C(/SCC1=O)=N/N=C/C1=CC=C(C=C1)C1=NN(C=N1)C1=CC=C(C=C1)OC(C(F)(F)F)(F)F (2Z)-3-(2-isopropyl-phenyl)-2-[(E)-[4-[1-[4-(1,1,2,2,2-pentafluoroethoxy)phenyl]-1,2,4-triazol-3-yl]phenyl]methylenehydrazono]thiazolidin-4-one